6-chloro-3-(((R)-1-(3,6-dimethyl-2-((1R,5S,6R)-6-(2-methylthiazol-4-yl)-3-azabicyclo[3.1.0]hexan-3-yl)-4-oxo-3,4-dihydroquinazolin-8-yl)ethyl)amino)-N-(methylsulfonyl)picolinamide ClC1=CC=C(C(=N1)C(=O)NS(=O)(=O)C)N[C@H](C)C=1C=C(C=C2C(N(C(=NC12)N1C[C@H]2C([C@H]2C1)C=1N=C(SC1)C)C)=O)C